8,9-dimethyl-7-(3-(quinolin-3-yl)-7,8-dihydro-1,6-naphthyridin-6(5H)-yl)-4H-pyrimido[1,2-b]pyridazin-4-one CC1=C(C=2N(N=C1N1CC=3C=C(C=NC3CC1)C=1C=NC3=CC=CC=C3C1)C(C=CN2)=O)C